3-(4-((2-Azabicyclo[2.1.1]hexan-5-yl)amino)-7-bromo-8-fluoro-2-(((S)-1-methylpyrrolidin-2-yl)methoxy)quinolin-6-yl)propanenitrile C12NCC(C1NC1=CC(=NC3=C(C(=C(C=C13)CCC#N)Br)F)OC[C@H]1N(CCC1)C)C2